FC1(CN(C1)C1=C(C=CC(=N1)C(=O)OC)B1OC(C(O1)(C)C)(C)C)F Methyl 6-(3,3-difluoroazetidin-1-yl)-5-(4,4,5,5-tetramethyl-1,3,2-dioxaborolan-2-yl)pyridine-2-carboxylate